C12CNCC2C1/C=C/C=1C(=NOC1C1CC1)C1=C(C=CC=C1Cl)Cl (E)-4-(2-(3-azabicyclo[3.1.0]hex-6-yl)vinyl)-5-cyclopropyl-3-(2,6-dichlorophenyl)isoxazole